N[C@H](CC1=CNC=N1)C(=O)N1CC(C1)OC1=CC=CC(=C1C(=O)O)O 6-[(1-D-histidyl-azetidin-3-yl)oxy]-2-hydroxybenzoic acid